ClC=1C=C(C=C(C1)Cl)N1N=C(N=N1)C=1C(=C(C(=NC1)C(=O)NCC(=O)O)O)C (5-(2-(3,5-dichlorophenyl)-2H-tetrazol-5-yl)-3-hydroxy-4-methylpicolinoyl)glycine